3-Fluoro-4-[4-(6-fluoro-pyridin-3-yl)-5-methylsulfanyl-pyrimidin-2-ylamino]-N-(2-methoxy-6-methyl-phenyl)-benzamide FC=1C=C(C(=O)NC2=C(C=CC=C2C)OC)C=CC1NC1=NC=C(C(=N1)C=1C=NC(=CC1)F)SC